(R)-1-(2-bromo-5-(trifluoromethyl)phenyl)ethan-1-ol BrC1=C(C=C(C=C1)C(F)(F)F)[C@@H](C)O